1-[2-(1H-imidazol-1-yl)acetyl]pyrrolidine-2-carboxamide N1(C=NC=C1)CC(=O)N1C(CCC1)C(=O)N